C(C)(C)(C)OC(=O)N1[C@@H](C[C@@H](C(C1)F)N)C1=CC=CC=C1 (2S,4S)-4-amino-5-fluoro-2-phenylpiperidine-1-carboxylic acid tert-butyl ester